ClC=1C=CC(=C(C1)C1=C(C=CC=C1)[Se]C1=CC=CC=C1)NC(C1=NC=CC=C1)=O N-(5-chloro-2'-(phenylselanyl)-[1,1'-biphenyl]-2-yl)picolinamide